tert-butyl 2-[4-([2-[6-oxo-5-(trifluoromethyl)-1-[[2-(trimethylsilyl)ethoxy]methyl]-1,6-dihydropyridazin-4-yl]-2,3-dihydro-1H-isoindol-5-yl]oxy)piperidin-1-yl]acetate O=C1C(=C(C=NN1COCC[Si](C)(C)C)N1CC2=CC=C(C=C2C1)OC1CCN(CC1)CC(=O)OC(C)(C)C)C(F)(F)F